(3-Amino-1-methyl-propyl)-5-[4-(trifluoromethyl)phenoxy]naphthalene-2-carboxamide NCCC(C)C1=C(C=CC2=C(C=CC=C12)OC1=CC=C(C=C1)C(F)(F)F)C(=O)N